ethyl (2R,4S)-5-([1,1'-biphenyl]-4-yl)-4-(4-(((S)-1-ethoxy-4-methyl-1-oxopentan-2-yl)amino)-4-oxobutanamido)-2-methylpentanoate C1(=CC=C(C=C1)C[C@H](C[C@H](C(=O)OCC)C)NC(CCC(=O)N[C@H](C(=O)OCC)CC(C)C)=O)C1=CC=CC=C1